7-(cyclohexylethynyl)-5-(1H-pyrrolo[2,3-b]pyridin-4-yl)-1H-indazol-3-amine C1(CCCCC1)C#CC=1C=C(C=C2C(=NNC12)N)C1=C2C(=NC=C1)NC=C2